NC1=CC=C(C(=N1)N1CCC(CC1)(F)F)P(C)(C)=O (6-amino-2-(4,4-difluoropiperidin-1-yl)pyridin-3-yl)dimethylphosphine oxide